NC1=CC(=NC=C1C=1N=NC(=CC1)OC)NC(C)=O N-(4-amino-5-(6-methoxypyridazin-3-yl)pyridin-2-yl)acetamide